C1(=CC=CC=C1)S(=O)(=O)C(C(CCCl)=C)CC=C(C)C 1-chloro-7-methyl-3-methylen-6-octen-4-yl phenyl sulfone